N1C=CC2=C(C=CC=C12)C=1N=C(C2=C(N1)C=CC=N2)N2[C@@H](COCC2)C (R)-4-(2-(1H-indol-4-yl)pyrido[3,2-d]pyrimidin-4-yl)-3-methylmorpholine